ClC=1N=CC2=C(N1)C(=CN2C2CC2)I 2-chloro-7-iodo-5-cyclopropyl-5H-pyrrolo[3,2-d]pyrimidine